C(C(=C)C)(=O)OCCOCCOCCOC(C(=C)C)=O Triethylenglycol dimethacrylate